(4-Cyano-5-methyl-2-oxo-1H-quinolin-3-yl)acetic acid C(#N)C1=C(C(NC2=CC=CC(=C12)C)=O)CC(=O)O